C(CCCCCCC\C=C/C\C=C/CCCCC)(=O)C(CCN(C)C)C(CCCCCCC\C=C/C\C=C/CCCCC)=O (dilinoleoyl)-3-dimethylaminopropane